FC1=C(C=CC=C1)C=1N=NSC1C(C(=O)N)(CC)C1=CC=CC=C1 [4-(2-fluoro-phenyl)-[1,2,3]thiadiazol-5-yl]-2-phenyl-butanamide